methyl 3'-(2-fluoro-11-oxo-10,11-dihydrodibenzo[b,f][1,4]thiazepine-8-carboxamido)-[1,1'-biphenyl]-2-carboxylate FC=1C=CC2=C(C(NC3=C(S2)C=CC(=C3)C(=O)NC=3C=C(C=CC3)C=3C(=CC=CC3)C(=O)OC)=O)C1